trans-4-((3-(2-(Dimethylamino)pyrimidin-5-yl)phenyl)((trans-4-(4-methoxy-3-methylphenyl)cyclohexyl) methyl)carbamoyl)cyclohexyl methylcarbamate CNC(O[C@@H]1CC[C@H](CC1)C(N(C[C@@H]1CC[C@H](CC1)C1=CC(=C(C=C1)OC)C)C1=CC(=CC=C1)C=1C=NC(=NC1)N(C)C)=O)=O